FC1=CC=C(C(=O)N2[C@@H](CC[C@@H](C2)C2=NOC(=N2)C=2NC=C(C2)C)C)C=C1 (2R,5S)-1-(4-fluorobenzoyl)-2-methyl-5-[5-(4-methyl-1H-pyrrol-2-yl)-1,2,4-oxadiazol-3-yl]piperidine